C(C#C)O[C@@H]1CC2=CC[C@H]3[C@@H]4CC[C@H]([C@@H](CCCC(C)C)C)[C@]4(CC[C@@H]3[C@]2(CC1)C)C O-propargyl-cholesterol